methyl 1-(8-tert-butoxycarbonyl-3,8-diazabicyclo[3.2.1]octan-3-yl)-4-[[tert-butoxycarbonyl(methyl)amino]methyl]-6-chloro-5-fluoro-2,7-naphthyridine-3-carboxylate C(C)(C)(C)OC(=O)N1C2CN(CC1CC2)C2=NC(=C(C1=C(C(=NC=C21)Cl)F)CN(C)C(=O)OC(C)(C)C)C(=O)OC